CC1=C2C(C(N(C2=CC=C1)C)=S)(C)C Dimethyl-3,3-dimethyl-indoline-2-thione